tert-butyl (8aS)-6-chloro-5-(2-fluoro-6-hydroxyphenyl)-8a,9,11,12-tetrahydropyrazino[2',1':3,4][1,4]oxazepino[5,6,7-de]quinazoline-10(8H)-carboxylate ClC1=C2C3=C(N=CN=C3C=C1C1=C(C=CC=C1O)F)N1[C@H](CO2)CN(CC1)C(=O)OC(C)(C)C